NCC1=CC(=NC=C1)C1(CCC1)O 1-[4-(aminomethyl)pyridine-2-yl]cyclobutan-1-ol